O[C@@H]1CC[C@@]2([C@H]3C[C@@H]([C@@]4([C@H](CC[C@H]4[C@@H]3[C@@H](C[C@@H]2C1)O)[C@@H](CCC(=O)O)C)C)O)C (4R)-4-[(3R,5S,7R,8R,9S,10S,12S,13R,14S,17R)-3,7,12-trihydroxy-10,13-dimethyl-2,3,4,5,6,7,8,9,11,12,14,15,16,17-tetradecahydro-1H-cyclopenta[a]phenanthren-17-yl]pentanoic acid